N,N'-dimethyl-N,N'-dihexyl-3-oxoglutaramide CN(C(CC(CC(=O)N(CCCCCC)C)=O)=O)CCCCCC